ClC1=CC=CN2C=C(C=C12)C(=O)N(C)[C@H](C)C1=CNC(C2=C(C(=CC=C12)F)F)=O (R)-8-chloro-N-(1-(7,8-difluoro-1-oxo-1,2-dihydroisoquinolin-4-yl)ethyl)-N-methylindolizine-2-carboxamide